FC=1C=C(C=CC1F)[C@H]1[C@@H](CN(C1)CCOC)NC(=O)NC1=C(C(=NN1C1=CC=CC=C1)C=1C=NN(C1)CC1=CC=C(C=C1)OC)C 1-((3S,4R)-4-(3,4-difluorophenyl)-1-(2-methoxyethyl)pyrrolidin-3-yl)-3-(1'-(4-methoxybenzyl)-4-methyl-1-phenyl-1H,1'H-[3,4'-bipyrazole]-5-yl)urea